cyclohexyl-disulfanyl-cyclohexane C1(CCCCC1)C1(CCCCC1)SS